N-(4-phenoxypyridin-2-yl)-3-(pyridin-4-ylamino)benzamide O(C1=CC=CC=C1)C1=CC(=NC=C1)NC(C1=CC(=CC=C1)NC1=CC=NC=C1)=O